FC1=CC2=C(C(=NO2)C2CCN(CC2)CCCOC=2C=CC(N(N2)C2=CC=C(C=C2)F)=O)C=C1 6-(3-(4-(6-fluorobenzo[d]isoxazol-3-yl)piperidin-1-yl)propoxy)-2-(4-fluorophenyl)pyridazin-3(2H)-one